BrC=1C=C(C=C(C1)B(O)O)B(O)O (5-bromo-1,3-phenylene)diboronic acid